Tert-butyl (3-((2-(5,6-difluoroisoindolin-2-yl)-2-oxoethyl)amino)adamantan-1-yl)carbamate FC=1C=C2CN(CC2=CC1F)C(CNC12CC3(CC(CC(C1)C3)C2)NC(OC(C)(C)C)=O)=O